(S)-1-(7-bromo-6-chloro-2,8-difluoroquinazolin-4-yl)pyrrolidin-3-yl acetate C(C)(=O)O[C@@H]1CN(CC1)C1=NC(=NC2=C(C(=C(C=C12)Cl)Br)F)F